N-phenyl-N-(1-(1-phenylpropan-2-yl)piperidin-4-yl)benzamide hydrochloride Cl.C1(=CC=CC=C1)N(C(C1=CC=CC=C1)=O)C1CCN(CC1)C(CC1=CC=CC=C1)C